FC=1C=C2CCC(OC2=CC1)C(=O)N[C@H]1CO[C@@H](CC1)C=1OC(=NN1)C1(CCC1)OC(F)(F)F 6-fluoro-N-((3R,6S)-6-(5-(3-cis-(trifluoromethoxy)cyclobutyl)-1,3,4-oxadiazol-2-yl)tetrahydro-2H-pyran-3-yl)chroman-2-carboxamide